F[Sb-](F)(F)(F)(F)F.C1(=CC=CC=C1)[Sn+3].F[Sb-](F)(F)(F)(F)F.F[Sb-](F)(F)(F)(F)F phenyl-tin hexafluoroantimonate